CCCCCCCCC(C(=O)O)Br The molecule is a bromo fatty acid that is decanoic acid carrying a single bromo substituent at position 2. It is a bromo fatty acid, a medium-chain fatty acid, a straight-chain fatty acid and a 2-bromocarboxylic acid.